Ethyl 7-Methyl-6-((3-methyl-2-oxo-1-(tetrahydro-2H-pyran-4-yl)-2,3-dihydro-1H-imidazo[4,5-c]pyridin-6-yl)amino)imidazo[1,2-a]pyridine-3-carboxylate CC1=CC=2N(C=C1NC1=CC3=C(C=N1)N(C(N3C3CCOCC3)=O)C)C(=CN2)C(=O)OCC